5-Methoxy-7,7-dimethyl-5,7-dihydrofuro[3,4-d]pyrimidin-2-amine COC1OC(C=2N=C(N=CC21)N)(C)C